[Si](C)(C)(C(C)(C)C)OCCOC=1C=C(C=O)C=CC1F 3-(2-((tert-butyldimethylsilyl)oxy)ethoxy)-4-fluorobenzaldehyde